N-[5-[8-cyano-7-(methylamino)-1,6-naphthyridin-3-yl]-6-methyl-3-pyridyl]-2-(1-cyano-1-methyl-ethyl)pyridine-4-carboxamide C(#N)C=1C(=NC=C2C=C(C=NC12)C=1C=C(C=NC1C)NC(=O)C1=CC(=NC=C1)C(C)(C)C#N)NC